N-(tert-butoxycarbonyl)-N-methylglycyl-N-methylglycyl-N-methylglycine benzyl ester C(C1=CC=CC=C1)OC(CN(C)C(CN(C)C(CN(C)C(=O)OC(C)(C)C)=O)=O)=O